N-fluoro-N'-(Chloromethyl)triethylenediamine bis(tetrafluoroborate) [B-](F)(F)(F)F.[B-](F)(F)(F)F.C1C[N+]2(CC[N+]1(CC2)CCl)F